6-fluoro-3-(1-methyl-5,6-dihydro-8H-imidazo[5,1-c][1,4]oxazin-3-yl)-1-(4-(morpholinylmethyl)phenyl)-1,4-dihydrothiochromeno[4,3-c]pyrazole 5,5-dioxide FC1=CC=CC2=C1S(CC1=C2N(N=C1C1=NC(=C2COCCN21)C)C2=CC=C(C=C2)CN2CCOCC2)(=O)=O